(cis)-tert-Butyl 4-((1-((allyloxy) carbonyl) cyclopropyl) methyl)-3,3-difluorohexahydropyrrolo[3,2-b]pyrrole-1(2H)-carboxylate C(C=C)OC(=O)C1(CC1)CN1CC[C@@H]2N(CC([C@@H]21)(F)F)C(=O)OC(C)(C)C